4-[(5-fluoro-2-methoxy-3-oxo-4H-quinoxalin-6-yl)methyl]Piperazine FC1=C2NC(C(=NC2=CC=C1CN1CCNCC1)OC)=O